O1C(OCCC1)C=1C=C(C=CC1)NC1=NC(=NC=C1C(F)(F)F)SC N-[3-(1,3-dioxan-2-yl)phenyl]-2-methylsulfanyl-5-(trifluoromethyl)pyrimidin-4-amine